1-(6-methoxy-3-nitropyridin-2-yl)-4-methylpiperazine COC1=CC=C(C(=N1)N1CCN(CC1)C)[N+](=O)[O-]